C(C1=CC=CC=C1)OC=1C=C(C=CC1OCC1=CC=CC=C1)CC(C(=O)[O-])O 3-(3,4-bis(benzyloxy) phenyl)-2-hydroxypropanoate